NC1=C(C(=NN1[C@@H](C)C=1N=C2N(C(C1C1=CC(=CC=C1)F)=O)C(=CS2)C)C2=CC(=C(C=C2)OC(C)C)F)C#N (S)-5-amino-3-(3-fluoro-4-isopropoxyphenyl)-1-(1-(6-(3-fluorophenyl)-3-methyl-5-oxo-5H-thiazolo[3,2-a]pyrimidin-7-yl)ethyl)-1H-pyrazole-4-carbonitrile